FC1=C2C(N(C(=NC2=CC=C1)[C@H](CC)NC1=C2NC=NC2=NC=N1)C1=CC=CC=C1)=O 5-Fluoro-3-phenyl-2-[(1S)-1-(7H-purin-6-ylamino)propyl]quinazolin-4(3H)-one